(-)-1,2-Bis(4-ethylphenyl)ethan-1-ol C(C)C1=CC=C(C=C1)C(CC1=CC=C(C=C1)CC)O